3-(3-Hydroxy-4-methoxyphenyl)-1-[4-[(1-methylimidazol-2-yl)methoxy]phenyl]prop-2-en-1-one OC=1C=C(C=CC1OC)C=CC(=O)C1=CC=C(C=C1)OCC=1N(C=CN1)C